(R)-(5-(6-chloro-7-fluoro-3-(1H-imidazol-1-yl)-5-methoxy-1-methyl-1H-indol-2-yl)-1H-1,2,4-triazol-3-yl)(3-hydroxypiperidin-1-yl)methanone ClC1=C(C=C2C(=C(N(C2=C1F)C)C1=NC(=NN1)C(=O)N1C[C@@H](CCC1)O)N1C=NC=C1)OC